NC=1C(=NC(=C(C1)F)C1=C(C=CC=C1F)F)C(=O)NC=1C(=C2C(=NC1)C(CC2)O)N2C[C@H]([C@@H]([C@H](C2)C)O)N 3-Amino-N-{4-[(3R,4R,5S)-3-amino-4-hydroxy-5-methylpiperidin-1-yl]-7-hydroxy-6,7-dihydro-5H-cyclopenta[b]pyridin-3-yl}-6-(2,6-difluorophenyl)-5-fluoropyridine-2-carboxamide